N-(1H-pyrazol-3-yl)acetamide N1N=C(C=C1)NC(C)=O